[C@H]12COC[C@H](CC1)N2C2=NC(=NC(=N2)N2C1COCC2CC1)C1=CC=C(C=C1)NC(=O)NC=1C=C2C(OC(C2=CC1)=O)C(C)C 1-(4-(4-((1r,5s)-3-oxa-8-azabicyclo[3.2.1]oct-8-yl)-6-(3-oxa-8-azabicyclo[3.2.1]oct-8-yl)-1,3,5-triazin-2-yl)phenyl)-3-(3-isopropyl-1-oxo-1,3-dihydroisobenzofuran-5-yl)urea